C(CCCCCCCCCCCCC)N(CCS(=O)(=O)O)C.[Na] sodium myristylmethyltaurine